7-oxosuberic acid O=C(CCCCCC(=O)O)C(=O)O